CN(CCC1=C(NC(=C1C(=O)N)C1=CC=CC=C1)C1=CC(=CC=C1)OC)C (2-(dimethylamino)ethyl)-2-(3-methoxyphenyl)-5-phenylAzole-4-carboxamide